4-(chloromethyl)-5-cyclopropyl-3-(2,6-dichloro-4-fluorophenyl)isoxazole ClCC=1C(=NOC1C1CC1)C1=C(C=C(C=C1Cl)F)Cl